1-[4-(8-Oxa-3-aza-bicyclo[3.2.1]octane-3-sulfonyl)-phenyl]-3-(1H-pyrazol-4-ylmethyl)-urea C12CN(CC(CC1)O2)S(=O)(=O)C2=CC=C(C=C2)NC(=O)NCC=2C=NNC2